FC1=CC=CC2=C1N=C(S2)[C@H]2N(CCC1=C2N=CN1)C(=O)C=1C=NN2C1C=CC(=C2)C (S)-(4-(4-fluorobenzo[d]thiazol-2-yl)-6,7-dihydro-1H-imidazo[4,5-c]pyridin-5(4H)-yl)(6-methylpyrazolo[1,5-a]pyridin-3-yl)methanone